BrC=1N(C=C(N1)C(F)F)CC1=NC=C(C=N1)Cl 2-[[2-bromo-4-(difluoromethyl)imidazol-1-yl]methyl]-5-chloro-pyrimidine